Methyl (S)-(6-{2-Amino-2-[2-(benzo[d]isoxazol-3-yl)phenyl]ethyl}pyridine-2-yl)carbamate N[C@@H](CC1=CC=CC(=N1)NC(OC)=O)C1=C(C=CC=C1)C1=NOC2=C1C=CC=C2